4-[5-(aminomethyl)pyrimidin-2-yl]-3-(2-methyl-5-propan-2-ylpyrazol-3-yl)oxybenzonitrile NCC=1C=NC(=NC1)C1=C(C=C(C#N)C=C1)OC=1N(N=C(C1)C(C)C)C